1,2,3-tris(tert-butylphenylphosphinomethyl)benzene C(C)(C)(C)C(C1=C(C(=CC=C1)C(PC1=CC=CC=C1)C(C)(C)C)C(PC1=CC=CC=C1)C(C)(C)C)PC1=CC=CC=C1